4-[(tert-butoxycarbonylamino)methyl]-6-(4-tert-butylphenyl)-2-methyl-pyridine-3-carboxylic acid ethyl ester C(C)OC(=O)C=1C(=NC(=CC1CNC(=O)OC(C)(C)C)C1=CC=C(C=C1)C(C)(C)C)C